COC(=O)C1=C(C=C2C(=N1)C(=C(N2C(=O)OC(C)(C)C)Br)C(C)C)C 2-bromo-3-isopropyl-6-methyl-1H-pyrrolo[3,2-b]pyridine-1,5-dicarboxylic acid 1-tert-butyl 5-methyl ester